ClC=1C(=NN2C1C(NC[C@H]2C)=O)C2=CC=NC1=CC(=C(C=C21)OC)OC (7R)-3-chloro-2-(6,7-dimethoxyquinolin-4-yl)-7-methyl-5H,6H,7H-pyrazolo[1,5-a]pyrazin-4-one